N=1C=CN2C1N=CC(=C2)C2=CNC=1N=C(N=C(C12)OC)NC1CC2(C1)CCN(CC2)C(C)=O 1-(2-((5-(imidazo[1,2-a]pyrimidin-6-yl)-4-methoxy-7H-pyrrolo[2,3-d]pyrimidin-2-yl)amino)-7-azaspiro[3.5]nonan-7-yl)ethan-1-one